Cl.OCCN hydroxymethyl-aminomethane-HCl